NCC(CC(=O)O)C1=CC=C(C=C1)Cl 4-amino-3-(4-chlorophenyl)-butyric acid